1-(1-(1-(Propylsulfonyl)pyrrolidin-3-yl)-1,6-dihydroimidazo[4,5-d]pyrrolo[2,3-b]pyridine-2-yl)pyridin-2-amine C(CC)S(=O)(=O)N1CC(CC1)N1C(=NC=2C1=C1C(=NC2)NC=C1)N1C(C=CC=C1)N